C(C)(C)(C)OC(=O)N1C=CC2=CC=CC(=C12)OC1=CC(=C(C=C1)C(=O)OC)Cl 7-(3-chloro-4-(methoxycarbonyl)phenoxy)-1H-indole-1-carboxylic acid tert-butyl ester